C(C)C1=C(C=C(C(=C1)O)F)C=1C=CC=2N(C1)C=NC2 6-(2-ethyl-5-fluoro-4-hydroxyphenyl)imidazo[1,5-a]pyridine